2'-chloro-3',6-difluoro-5'-(2-(((1r,4r)-4-hydroxy-4-methylcyclohexyl)amino)-1-phenylethyl)-5-(2-methoxyethoxy)-[1,1'-biphenyl]-2-carbonitrile ClC1=C(C=C(C=C1F)C(CNC1CCC(CC1)(C)O)C1=CC=CC=C1)C=1C(=CC=C(C1F)OCCOC)C#N